FC=1C(=C(C=CC1)C1CCN(CC1)C(=O)C1=NNC2=C1CN(CC2)C#N)C(F)(F)F 3-(4-(3-fluoro-2-(trifluoromethyl)phenyl)piperidin-1-carbonyl)-1,4,6,7-tetrahydro-5H-pyrazolo[4,3-c]pyridine-5-carbonitrile